C(CCCN(C([O-])=O)CCCNC(=O)OC(C)(C)C)N(C([O-])=O)CCCNC(=O)OC(C)(C)C butane-1,4-diylbis((3-((tert-butoxycarbonyl)amino)propyl)carbamate)